methyl 6-((4-methoxybenzyl) oxy)-2-(tetrahydro-2H-pyran-4-yl)-2H-indazole-5-carboxylate COC1=CC=C(COC=2C(=CC3=CN(N=C3C2)C2CCOCC2)C(=O)OC)C=C1